C(C)(C)(C)C1=CC=C(C=C1)C1=NC2=C(N1)C=CC(=C2)Cl 2-(4-tert-Butylphenyl)-5-chloro-1H-benzo[d]imidazole